[Li].[Nb] niobium lithium salt